9-methoxy-8-nonene COC=CCCCCCCC